C(C1=CC=CC=C1)NC1=NC2=C(N1)C=C(C=C2C(=O)O)C2=C(C=C(C=C2)C)Cl 2-(benzylamino)-6-(2-chloro-4-methylphenyl)-1H-benzo[d]imidazole-4-carboxylic acid